Di-tert-butyl (S)-5-(2-(4-(5-chloro-2-(1H-tetrazol-1-yl) phenyl)-2,3-dioxopiperazin-1-yl)-3-(4-((phenoxycarbonyl) amino) phenyl) propionylamino)-1H-indole-1,2-dicarboxylate ClC=1C=CC(=C(C1)N1C(C(N(CC1)[C@H](C(=O)NC=1C=C2C=C(N(C2=CC1)C(=O)OC(C)(C)C)C(=O)OC(C)(C)C)CC1=CC=C(C=C1)NC(=O)OC1=CC=CC=C1)=O)=O)N1N=NN=C1